C(CCCCCCCCCCCCCCCC)(=O)OCC(C(COC(CCCCCCCCCCCCCCCC)=O)OC(CCCN1CCCC1)=O)OC(CCCN1CCCC1)=O 2,3-bis((4-(pyrrolidin-1-yl)butanoyl)oxy)butane-1,4-diyl diheptadecanoate